C(C)(C)(C)C=1C=C(C=C(C1O)C(C)(C)C)CCC(=O)NCCCCCCNC(CCC1=CC(=C(C(=C1)C(C)(C)C)O)C(C)(C)C)=O N,N'-bis[beta-(3,5-di-tert-butyl-4-hydroxyphenyl)propionyl]-1,6-hexanediamine